CN1N=NC=2N(C1=O)C=NC2 3,4-dihydro-3-methyl-4-oxo-imidazo[5,1-d]-1,2,3,5-tetrazine